3-(4-Chlorophenyl)-1-(1-(6,7-difluoro-1-oxo-1,2-dihydroisoquinolin-4-yl)ethyl)-1-methylurea ClC1=CC=C(C=C1)NC(N(C)C(C)C1=CNC(C2=CC(=C(C=C12)F)F)=O)=O